1-(4-(4-(5-(2,6-difluorophenyl)-4,5-dihydroisoxazol-3-yl)thiazol-2-yl)piperidin-1-yl)-2-((6-(trifluoromethyl)pyrimidin-4-yl)oxy)ethan-1-one FC1=C(C(=CC=C1)F)C1CC(=NO1)C=1N=C(SC1)C1CCN(CC1)C(COC1=NC=NC(=C1)C(F)(F)F)=O